6',8'-dibromospiro[cyclopropane-1,3'-isochroman] BrC=1C=C2CC3(OCC2=C(C1)Br)CC3